3,5-bis-trifluoromethyl-bromobenzene FC(C=1C=C(C=C(C1)C(F)(F)F)Br)(F)F